COCCN(C=1N=C(C2=C(N1)C(=NC(=N2)N(CCOC)CCOC)N2CC=1N(CC2)N=CN1)N1CC(N(CC1)C)=O)CCOC 4-(2,6-bis(bis(2-methoxyethyl)amino)-8-(5,6-dihydro-[1,2,4]triazolo[1,5-a]pyrazin-7(8H)-yl)pyrimido[5,4-d]pyrimidin-4-yl)-1-methylpiperazin-2-one